ClC1=NC=C(C(=C1)C1=C(C=NC(=C1)C)C(=O)NC=1SC2=C(N1)CN(C2)C(C2=C(N=CC(=C2)C)Cl)=O)OC 2'-Chloro-N-(5-(2-chloro-5-methyl-nicotinoyl)-5,6-dihydro-4H-pyrrolo[3,4-d]thiazol-2-yl)-5'-methoxy-6-methyl-[4,4'-bipyridine]-3-carboxamide